C(C(=C)C)(=O)OCCNC1=CC=C(C=2C(C3=CC=CC=C3C(C12)=O)=O)NCCOC(C(=C)C)=O 1,4-bis((2-methacryloyloxyethyl)amino)-9,10-anthraquinone